6-hydroxy-1-[(cis)-3-hydroxycyclobutyl]-1,2,3,4-tetrahydro-1,8-naphthyridin-2-one OC=1C=C2CCC(N(C2=NC1)[C@@H]1C[C@@H](C1)O)=O